NC=1N=C(SC1C(=O)C1=CC(=NO1)C(=O)NC1(CCC1)C)N(C1=CC(=C(C=C1)F)F)[C@@H](C(=O)N)C (R)-5-[4-amino-2-(N-(2-amino-1-methyl-2-oxoethyl)-3,4-difluoro-anilino)thiazole-5-carbonyl]-N-(1-methylcyclobutyl)isoxazole-3-carboxamide